2,4-dibromo-1,1,7-trifluoro-2,3-dihydro-1H-indene BrC1C(C2=C(C=CC(=C2C1)Br)F)(F)F